11-(cuban-1-yl)undecanoic acid C12(C3C4C5C3C1C5C24)CCCCCCCCCCC(=O)O